BrC1=C2C=C(NC2=C(C(=C1)Cl)Cl)CNC(OC(C)(C)C)=O tert-Butyl N-[(4-bromo-6,7-dichloro-1H-indol-2-yl)methyl]carbamate